(2S,4S)-1-tert-butoxycarbonyl-4-hydroxy-4-methyl-pyrrolidine-2-carboxylic acid C(C)(C)(C)OC(=O)N1[C@@H](C[C@](C1)(C)O)C(=O)O